N-(4-(3-pyridyloxy)phenyl)-3,4-dihydro-2H-[1,4]oxazino[2,3-f]quinazolin-10-amine N1=CC(=CC=C1)OC1=CC=C(C=C1)NC1=NC=NC2=CC=C3C(=C12)OCCN3